5-[4-amino-5-(trifluoromethyl)pyrrolo[2,1-f][1,2,4]triazin-7-yl]-N-[3-(4-chlorophenyl)-3-hydroxypentyl]-2-methoxypyridine NC1=NC=NN2C1=C(C=C2C=2C=CC(N(C2)CCC(CC)(O)C2=CC=C(C=C2)Cl)OC)C(F)(F)F